1-phenyl-3-(p-fluorophenyl)propane-1,3-dione boron difluoride [B](F)F.C1(=CC=CC=C1)C(CC(=O)C1=CC=C(C=C1)F)=O